5-(5-((1R,2S)-[1,1'-bi(cyclopropane)]-2-yl)-6-methoxypyridazin-3-yl)pyrimidine-2,4(1H,3H)-dione [C@H]1([C@H](C1)C=1C=C(N=NC1OC)C=1C(NC(NC1)=O)=O)C1CC1